FC1=CC(=CC2=C1NC([C@H](CO2)NC(=O)C2=NN1C(CCC[C@@H]1CCC)=N2)=O)C (5S)-N-[(3S)-6-fluoro-8-methyl-4-oxo-3,5-dihydro-2H-1,5-benzoxazepin-3-yl]-5-propyl-5,6,7,8-tetrahydro-[1,2,4]triazolo[1,5-a]pyridine-2-carboxamide